CO[C@H]1CC2=CC=3CCCC3C(=C2C1)NC(=O)N=[S@](=O)(N)C=1C=NN2C1OCC(C2)(C)C (R)-N'-(((S)-2-methoxy-1,2,3,5,6,7-hexahydro-s-indacen-4-yl)carbamoyl)-6,6-dimethyl-6,7-dihydro-5H-pyrazolo[5,1-b][1,3]oxazine-3-sulfonimidamide